4-(Azetidin-3-ylsulfonyl)-N-(2-(4,4-difluoro-piperidin-1-yl)-6-methyl-pyrimidin-4-yl)-2-(6-azaspiro[2.5]octan-6-yl)benzamide N1CC(C1)S(=O)(=O)C1=CC(=C(C(=O)NC2=NC(=NC(=C2)C)N2CCC(CC2)(F)F)C=C1)N1CCC2(CC2)CC1